4-(2-Amino-2-methylpropanoyl)-N-(1-(7-(3-(aminomethyl)azetidin-1-yl)-5,6,7,8-tetrahydronaphthalen-2-yl)-2-oxo-1,2-dihydropyrimidin-4-yl)piperazine-1-carboxamide hydrochloride Cl.NC(C(=O)N1CCN(CC1)C(=O)NC1=NC(N(C=C1)C1=CC=2CC(CCC2C=C1)N1CC(C1)CN)=O)(C)C